indeno[1',2':3,4]fluoreno-[1,2-d]oxonine C1=C2C3=C4C(C5=C(C=COC=CC=C5)C3=CC2=CC=C1)=C1C=CC=CC1=C4